2-oxo-8-azabicyclo[3.2.1]octane-8-carboxylic acid tert-butyl ester C(C)(C)(C)OC(=O)N1C2C(CCC1CC2)=O